[N+](=O)(OCC(CN1C(C2=CC=3C(N(C(C3C=C2C1=O)=O)CC(CO[N+](=O)[O-])O[N+](=O)[O-])=O)=O)O[N+](=O)[O-])[O-] (1,3,5,7-Tetraoxo-5,7-dihydropyrrolo[3,4-f]isoindole-2,6(1H,3H)-diyl)bis(propane-3,1,2-triyl) tetranitrate